1-[5-(2-fluorophenyl)-1-(pyridine-3-yl-sulfonyl)-1H-pyrrol-3-yl]-N,N-dimethyl-methylamine hydrochloride Cl.FC1=C(C=CC=C1)C1=CC(=CN1S(=O)(=O)C=1C=NC=CC1)CN(C)C